3-(5-Phenylfuran-2-yl)hex-4-ynoic acid C1(=CC=CC=C1)C1=CC=C(O1)C(CC(=O)O)C#CC